FC=1C=C(C=C(C1)F)[C@@H]1CC[C@H]2OC3(C(N21)=O)CCN(CC3)C(=O)C3=NC(=CC=C3)C3=CC=CC=C3 (5'S,7a'R)-5'-(3,5-difluorophenyl)-1-(6-phenylpyridine-2-carbonyl)tetrahydro-3'H-spiro[piperidine-4,2'-pyrrolo[2,1-b]-[1,3]oxazol]-3'-one